ditosylate monohydrate O.S(=O)(=O)(O)C1=CC=C(C)C=C1.S(=O)(=O)(O)C1=CC=C(C)C=C1